ClC1=C(C=CC(=N1)NS(=O)(=O)C1=NC(=CC=C1)F)C(F)(F)F N-(6-chloro-5-(trifluoromethyl)pyridin-2-yl)-6-fluoropyridine-2-sulfonamide